ethyl 5-(1-fluoroethyl)-1,3,4-oxadiazole-2-carboxylate FC(C)C1=NN=C(O1)C(=O)OCC